tert-butyl ((7S,10S,13S)-1-(5-carbamoyl-2-(2-(4-fluorophenyl)butanamido)-4-methylthiophen-3-yl)-7,10-diisopropyl-14-methyl-1,6,9,12-tetraoxo-2,5,8,11-tetraazapentadecan-13-yl)carbamate C(N)(=O)C1=C(C(=C(S1)NC(C(CC)C1=CC=C(C=C1)F)=O)C(NCCNC([C@@H](NC([C@@H](NC([C@H](C(C)C)NC(OC(C)(C)C)=O)=O)C(C)C)=O)C(C)C)=O)=O)C